benzyl 4-hydroxybenzoate (benzyl p-hydroxybenzoate) C(C1=CC=CC=C1)C1=C(C(=O)O)C=CC(=C1)O.OC1=CC=C(C(=O)OCC2=CC=CC=C2)C=C1